ClC1=NC=C(C(=N1)NCCO)C(=O)N 2-chloro-4-((2-hydroxyethyl)amino)pyrimidin-5-carboxamide